1-[2-Amino-5-(4,4,5,5-tetramethyl-[1,3,2]dioxaborolan-2-yl)-phenyl]-ethanone NC1=C(C=C(C=C1)B1OC(C(O1)(C)C)(C)C)C(C)=O